C[C@H]1COC[C@H](N1C1=NC(=CC(=N1)C=1N=NN(C1)C1=C(C=C(C=C1)NS(=O)(=O)CCO)N1CCC2(CC2)CC1)OC)C N-(4-(4-(2-((3S,5R)-3,5-dimethylmorpholino)-6-methoxypyrimidin-4-yl)-1H-1,2,3-triazol-1-yl)-3-(6-azaspiro[2.5]octan-6-yl)phenyl)-2-hydroxyethane-1-sulfonamide